7-bromo-4-cyclobutyl-3,4-dihydrothieno[2,3-f][1,4]thiazepin-5(2H)-one 1,1-dioxide BrC1=CC2=C(C(N(CCS2(=O)=O)C2CCC2)=O)S1